3-(cyclohexyl-(methyl)amino)-N-((4,6-dimethyl-2-oxo-1,2-dihydropyridin-3-yl)methyl)-5-(6-formylpyridin-3-yl)-2-methylbenzamide benzyl-(3S,4R)-4-amino-3-hydroxypiperidine-1-carboxylate C(C1=CC=CC=C1)OC(=O)N1C[C@@H]([C@@H](CC1)N)O.C1(CCCCC1)N(C=1C(=C(C(=O)NCC=2C(NC(=CC2C)C)=O)C=C(C1)C=1C=NC(=CC1)C=O)C)C